2-[2-({2-[(4-fluoro-2-nitrophenyl)carbamoyl]ethyl}amino)ethyl]-1,3-thiazole-4-carboxylate FC1=CC(=C(C=C1)NC(=O)CCNCCC=1SC=C(N1)C(=O)[O-])[N+](=O)[O-]